C[SiH](C=C)C dimethyl-vinyl-silane